C(\C=C\C(=O)O)(=O)O.C(C)N(C(C1=C(C=CC(=C1)F)OC1=C(N=CN=N1)N1CC2(CN(C2)[C@H](CCNCCO)C(C)C)CC1)=O)C(C)C (R)-N-ethyl-5-fluoro-2-((5-(2-(1-((2-hydroxyethyl)amino)-4-methylpentan-3-yl)-2,6-diazaspiro[3.4]octan-6-yl)-1,2,4-triazin-6-yl)oxy)-N-isopropylbenzamide fumarate